(2-(trimethylsilyl)ethoxy)methoxylbenzonitrile C[Si](CCOCOC1=C(C#N)C=CC=C1)(C)C